C(C)(C)(C)OC(=O)N1CCN(CC1)C1=NC2=C(C(=C(C=C2C(=N1)N1C[C@H]2CC[C@@H](C1)N2C(=O)OC(C)(C)C)Cl)C2=CC(=CC1=CC=CC=C21)O)F tert-Butyl (1R,5S)-3-((S or R)-2-(4-(tert-butoxycarbonyl) piperazin-1-yl)-6-chloro-8-fluoro-7-(3-hydroxynaphthalen-1-yl)quinazolin-4-yl)-3,8-diazabicyclo[3.2.1]octane-8-carboxylate